tert-butyl 7-((tert-butyldimethylsilyl)oxy)-2,6,6-trimethyl-2-(thiophen-2-yl)heptanoate [Si](C)(C)(C(C)(C)C)OCC(CCCC(C(=O)OC(C)(C)C)(C=1SC=CC1)C)(C)C